benzyl ((S)-1-(((S)-4,4-dimethyl-1-oxo-1-(((S)-1-oxo-3-((S)-2-oxopyrrolidin-3-yl)propan-2-yl)amino)pentan-2-yl)amino)-3,3-dimethyl-1-oxobutan-2-yl)carbamate CC(C[C@@H](C(N[C@H](C=O)C[C@H]1C(NCC1)=O)=O)NC([C@H](C(C)(C)C)NC(OCC1=CC=CC=C1)=O)=O)(C)C